NC=1C=C(C=C(C1)N)C(=O)OCC ethyl 3,5-diaminophenylcarboxylate